phospho-histidine P(=O)(O)(O)N[C@@H](CC1=CNC=N1)C(=O)O